NC=1C=C(C(C(=O)[O-])=CC1)O.C(CCC)[P+](CCCC)(CCCC)CCCC Tetrabutylphosphonium 4-aminosalicylate